1,3-dimethyl-imidazole p-toluenesulfonate CC1=CC=C(C=C1)S(=O)(=O)O.CN1CN(C=C1)C